4-bromo-2-[1-[(4-methoxyphenyl)methoxy]-1-methyl-ethyl]-6-methyl-pyridine BrC1=CC(=NC(=C1)C)C(C)(C)OCC1=CC=C(C=C1)OC